(E)-N-(4-(2-(1-(naphthalen-2-yl)ethylidene)hydrazine-1-carbonyl)phenyl)methanesulfonamide C1=C(C=CC2=CC=CC=C12)\C(\C)=N\NC(=O)C1=CC=C(C=C1)NS(=O)(=O)C